methyl (2R,3S,5S)-2-((((1S,3S,6R)-6-(5-chloropyrimidin-2-yl)bicyclo[4.1.0]heptan-3-yl)oxy)methyl)-5-(difluoromethyl)-3-((fluoromethyl)sulfonamido)pyrrolidine-1-carboxylate ClC=1C=NC(=NC1)[C@]12CC[C@@H](C[C@@H]2C1)OC[C@@H]1N([C@@H](C[C@@H]1NS(=O)(=O)CF)C(F)F)C(=O)OC